O1C(COCC1)COC1=NC(N2C(C3=CC=C(C=C3CC2)OC)=C1)=O 2-([1,4]Dioxan-2-ylmethoxy)-9-methoxy-6,7-dihydro-pyrimido[6,1-a]isoquinolin-4-one